ClC1=C(C=NNC1=O)N1C[C@@H](CC1)OC1=NC=CC(=C1)C1=C(C=C(C=C1)NC(=O)C1CCC1)F (R)-N-(4-(2-((1-(5-chloro-6-oxo-1,6-dihydropyridazin-4-yl)pyrrolidin-3-yl)oxy)pyridin-4-yl)-3-fluorophenyl)cyclobutane-carboxamide